C(C)(C)(C)OC(=O)C1(SCC(N1)C(=O)O)C 2-methyl-2,4-thiazolidinedicarboxylic acid 2-tert-butyl ester